(-)-2-Pyrrolidinecarboxylic acid C1C[C@H](NC1)C(=O)O